C(C)N(C1=NC=NC(=C1OCCC)NC1=NNC(=C1)C)CC 4-(diethylamino)-6-((5-methyl-1H-pyrazol-3-yl)amino)-5-propoxypyrimidin